CS(=O)(=O)C1=CC(=C(C=C1)C1=CC=C(C=C1)C1CNC1)C(F)(F)F 3-[4-[4-methylsulfonyl-2-(trifluoromethyl)phenyl]phenyl]azetidine